racemic-5-(8-((1S,2S)-2-(1-(2,2,2-trifluoroethyl)-1H-pyrazolo[4,3-c]pyridin-6-yl)cyclopropyl)imidazo[1,2-b]pyridazin-6-yl)pyrimidine-2,4(1H,3H)-dione FC(CN1N=CC=2C=NC(=CC21)[C@@H]2[C@H](C2)C=2C=1N(N=C(C2)C=2C(NC(NC2)=O)=O)C=CN1)(F)F |r|